(S)-8-chloro-4-((3-chloro-4-methoxyphenyl)amino)-6-(((1-cyclopropyl-1H-1,2,3-triazol-4-yl)(6-fluoropyridin-3-yl)methyl-d)amino)quinoline-3-carbonitrile ClC=1C=C(C=C2C(=C(C=NC12)C#N)NC1=CC(=C(C=C1)OC)Cl)N[C@@]([2H])(C=1C=NC(=CC1)F)C=1N=NN(C1)C1CC1